BrC=1C(=C(C=O)C=CC1Br)[N+](=O)[O-] 3,4-dibromo-2-nitrobenzaldehyde